tert-butyl 4-[2-[6-[2-cyano-3-[[(3R)-3-fluoropyrrolidin-1-yl]sulfonylamino]anilino]-4-oxo-quinazolin-3-yl]ethyl]piperidine-1-carboxylate C(#N)C1=C(NC=2C=C3C(N(C=NC3=CC2)CCC2CCN(CC2)C(=O)OC(C)(C)C)=O)C=CC=C1NS(=O)(=O)N1C[C@@H](CC1)F